C(C)(C)(C)OC(=O)N(C1=NC(=C2N=CN(C2=N1)CC(=O)O)N(C(=O)OC(C)(C)C)C(=O)OC(C)(C)C)C(=O)OC(C)(C)C 2-(2,6-bis(bis(tert-butoxycarbonyl)amino)-9H-purin-9-yl)acetic acid